[Br-].C[N+](CC)(C)C trimethyl-Ethyl-ammonium bromide